r-acetoin O[C@@H](C(C)=O)C